CC1=C(C=CC(=C1)N)NC1=NC(=CC=C1[N+](=O)[O-])C1=CC=CC=C1 2-methyl-N1-(3-nitro-6-phenylpyridin-2-yl)benzene-1,4-diamine